benzyl (2-(6-(4,4,5,5-tetramethyl-1,3,2-dioxaborolan-2-yl)quinoline-3-carboxamido)ethyl)carbamate CC1(OB(OC1(C)C)C=1C=C2C=C(C=NC2=CC1)C(=O)NCCNC(OCC1=CC=CC=C1)=O)C